2,2'-bis(di-o-tolylphosphino)-6,6'-dimethyl-1,1'-biphenyl C1(=C(C=CC=C1)P(C1=C(C(=CC=C1)C)C1=C(C=CC=C1C)P(C1=C(C=CC=C1)C)C1=C(C=CC=C1)C)C1=C(C=CC=C1)C)C